N-phenylthiocarbamic acid (decylphenyl) ester C(CCCCCCCCC)C1=C(C=CC=C1)OC(NC1=CC=CC=C1)=S